[Al].[Fe] iron-aluminium